C(C)C(C(=O)O)CC.C(C)C(C(=O)O)CC.IC1=C(C=C(C=C1C)C)C iodomesitylene bis(2-ethylbutanoate)